Chlorodisilane Cl[SiH2][SiH3]